ClC=1C=C2CCC(C2=CC1)NC(C1=CC=C(C=C1)[N+](=O)[O-])=O N-(5-chloroindan-1-yl)-4-nitro-benzamide